COC(C)(C)C1=CC=C(C=C1)CCC=O 3-[4-(2-methoxy-2-propyl)phenyl]propanal